ClCC(=O)NC1=C2CN(C(C2=CC=C1)=O)C1C(NC(CC1)=O)=O 2-chloro-N-(2-(2,6-dioxopiperidin-3-yl)-1-oxoisoindolin-4-yl)acetamide